ethyl 4-((2-((2S,4S)-2-cyano-4-fluoropyrrolidin-1-yl)-2-oxoethyl)amino)bicyclo[2.2.2]octane-1-carboxylate C(#N)[C@H]1N(C[C@H](C1)F)C(CNC12CCC(CC1)(CC2)C(=O)OCC)=O